CC1=C(NC(CC(=O)C)=O)C=CC(=C1)C 2',4'-dimethyl-acetoacetanilide